tert-butyl (4-(1-(methylamino)ethyl)-1,2,5-oxadiazol-3-yl)carbamate CNC(C)C=1C(=NON1)NC(OC(C)(C)C)=O